behenyl triacontanoate C(CCCCCCCCCCCCCCCCCCCCCCCCCCCCC)(=O)OCCCCCCCCCCCCCCCCCCCCCC